C(#N)[C@H](CC=1C=NC=CC1)NC([C@H](CC(C)C)NC(=O)C=1NC2=CC=CC(=C2C1)OC)=O N-((S)-1-(((S)-1-cyano-2-(pyridin-3-yl)ethyl)amino)-4-methyl-1-oxopentan-2-yl)-4-methoxy-1H-indole-2-carboxamide